Benzyl (E)-(3-(4-(4-(2-cyano-3-(pyridin-3-yl)guanidino)butyl)-4-hydroxypiperidine-1-carbonyl)phenyl)carbamate C(#N)/N=C(\NCCCCC1(CCN(CC1)C(=O)C=1C=C(C=CC1)NC(OCC1=CC=CC=C1)=O)O)/NC=1C=NC=CC1